FC1=C(CN2C(C(=CC(=C2)C(=O)N[C@H]2[C@@H](C2)C)C(=O)NC)=O)C=CC=C1C |r| (+/-)-1-(2-fluoro-3-methylbenzyl)-N3-methyl-N5-((trans)-2-methylcyclopropyl)-2-oxo-1,2-dihydropyridine-3,5-dicarboxamide